di-tert-butyl-(4-dimethylaminobiphenyl) C(C)(C)(C)C=1C(=C(C=CC1N(C)C)C1=CC=CC=C1)C(C)(C)C